tert-butyl 4-(2,4-difluoro-5-(2-(methylthio) ethoxy) phenyl)-piperazine-1-carboxylate FC1=C(C=C(C(=C1)F)OCCSC)N1CCN(CC1)C(=O)OC(C)(C)C